5-amino-3-(3-hydroxybutyl)-1-methylbenzimidazol-2-one NC1=CC2=C(N(C(N2CCC(C)O)=O)C)C=C1